FC1=C(C=CC(=C1C1=CC2=C(N=C(N=C2)NC)N2C1=NCC2)C)NC(C2=NC=CC(=C2)C(F)(F)F)=O N-(2-fluoro-4-methyl-3-(2-(methylamino)-8,9-dihydroimidazo[1',2':1,6]pyrido[2,3-d]pyrimidin-6-yl)phenyl)-4-(trifluoromethyl)picolinamide